O1CN(CC1)C(=O)[O-] 1,3-oxazolidine-3-carboxylate